(1s,4s)-2'-bromo-4-[(3-chlorophenyl)(trifluoroacetyl)amino]-6'-hydroxy-5'-methyl-spiro[cyclohexane-1,1'-indene]-4-carboxylic acid methyl ester COC(=O)C1(CCC2(C(=CC3=CC(=C(C=C23)O)C)Br)CC1)N(C(C(F)(F)F)=O)C1=CC(=CC=C1)Cl